CC1=CC(=C(C(N1)=O)[N+](=O)[O-])C1=CC=C(C=C1)OC(F)(F)F 6-methyl-3-nitro-4-[4-(trifluoromethoxy)phenyl]-1H-pyridin-2-one